NC1CCN(CC1)C(CC)=O 1-(4-amino-1-piperidyl)propan-1-one